tert-butyl 5-(6-(4-((1H-indazol-5-yl)amino) pyrimidin-2-yl)-1H-indole-2-carboxamido)-1H-indazole-1-carboxylate N1N=CC2=CC(=CC=C12)NC1=NC(=NC=C1)C1=CC=C2C=C(NC2=C1)C(=O)NC=1C=C2C=NN(C2=CC1)C(=O)OC(C)(C)C